(R)-2-Ethyl-2,3,4,5-tetrahydropyrido[3,4-f][1,4]oxazepine C(C)[C@H]1OC2=C(CNC1)C=NC=C2